1-(tert-butyl) 4-(1-(4-nitrophenyl)piperidin-4-yl) piperazine-1,4-dicarboxylate N1(CCN(CC1)C(=O)OC1CCN(CC1)C1=CC=C(C=C1)[N+](=O)[O-])C(=O)OC(C)(C)C